4-((2S,5R)-4-((R)-1-(2-fluoro-4-(trifluoromethyl)phenyl)-2-methylpropyl)-2,5-dimethylpiperazin-1-yl)-2-methyl-1-(((S)-tetrahydrofuran-2-yl)methyl)-1H-[1,2,4]triazolo[3,4-b]purine FC1=C(C=CC(=C1)C(F)(F)F)[C@@H](C(C)C)N1C[C@@H](N(C[C@H]1C)C=1C=2N=C(N(C2N2C(N1)=NN=C2)C[C@H]2OCCC2)C)C